N-(7-bromo-2,2-difluoro-1,3-benzodioxol-4-yl)-6-chloro-1H-indole-3-sulfonamide BrC1=CC=C(C2=C1OC(O2)(F)F)NS(=O)(=O)C2=CNC1=CC(=CC=C21)Cl